BrC=1N=NN(C1)C 4-bromo-1-methyl-1H-1,2,3-triazole